C(CCCCCCC)OP(O)(O)(C1=CC=CC=C1)C1=CC=CC=C1.COC1=C(C(=O)NCC(F)(F)F)C(=CC(=C1)C1=CN=C2N1C=CC(=C2)C2CCOCC2)OC 2,6-dimethoxy-4-(7-tetrahydropyran-4-ylimidazo[1,2-a]pyridin-3-yl)-N-(2,2,2-trifluoroethyl)benzamide monooctyldiphenyl-phosphite